2-(1-(4-(4-methylpiperazine-1-yl)phenyl)ethyl)-10H-phenothiazine hydrochloride Cl.CN1CCN(CC1)C1=CC=C(C=C1)C(C)C1=CC=2NC3=CC=CC=C3SC2C=C1